3-[(cyclopropylmethyl)amino]-N-[2,6-dibromo-4-(heptafluoropropan-2-yl)phenyl]-4-fluorobenzamide C1(CC1)CNC=1C=C(C(=O)NC2=C(C=C(C=C2Br)C(C(F)(F)F)(C(F)(F)F)F)Br)C=CC1F